COC1=C(CCNO)C=C(C(=C1)SCC)OC 2,5-dimethoxy-4-ethylthio-N-hydroxy-phenethylamine